COC1=CC(=C2C=C(C(N(C2=C1)C)=O)C)N1CCN(C2=CC(=C(C=C12)C#N)C=1CCN(CC1)C)C 4-(7-methoxy-1,3-dimethyl-2-oxo-1,2-dihydroquinolin-5-yl)-1-methyl-7-(1-methyl-1,2,3,6-tetrahydropyridin-4-yl)-1,2,3,4-tetrahydroquinoxaline-6-carbonitrile